5-bromo-3-[2-(3-fluoro-3-methyl-azetidin-1-yl)-2-oxo-ethyl]-7-(1-hydroxy-2-methyl-propyl)pyrrolo[2,1-f][1,2,4]triazin-4-one BrC=1C=C(N2N=CN(C(C21)=O)CC(=O)N2CC(C2)(C)F)C(C(C)C)O